OC1CC(C1)N(S(=O)(=O)C1=C(C=CC=C1)OC)C N-(3-hydroxycyclobutyl)-2-methoxy-N-methyl-benzenesulfonamide